C(C)(C)(C)OC(=O)N1CCC(CC1)N1C(C2=CC=C(C=C2C=C1)Br)=O.BrC(CC=1C(=C(C2=C(NN=N2)C1)CC(CBr)Br)CC(CBr)Br)CBr tris(2,3-dibromopropyl)benzotriazole tert-butyl-4-(6-bromo-1-oxoisoquinolin-2(1H)-yl)piperidine-1-carboxylate